4-(4-hydroxy-6-methylpyrimidine-2-yl)butyric acid ethyl ester C(C)OC(CCCC1=NC(=CC(=N1)O)C)=O